3-[4-[(3S,5R)-3,5-dimethylpiperazin-1-yl]anilino]-6-(3-methylimidazo[4,5-c]pyridin-7-yl)-5-(trifluoromethyl)pyrazine-2-carboxamide C[C@H]1CN(C[C@H](N1)C)C1=CC=C(NC=2C(=NC(=C(N2)C(F)(F)F)C=2C3=C(C=NC2)N(C=N3)C)C(=O)N)C=C1